1-(2-chloro-5-methylpyridin-4-yl)-1H-pyrrole-3-carboxylic acid methyl ester COC(=O)C1=CN(C=C1)C1=CC(=NC=C1C)Cl